OC(CCCCC(=O)O)C=CC(C(CCCCCCCC)O)O 6,9,10-Trihydroxyoctadeca-7-enoic acid